FC(OC=1C=C(C=CC1)[C@H](C(=O)NC=1SC(=NN1)N[C@H]1CN(CC1)C=1N=NC=CC1)OCC)F (2R)-[3-(difluoromethoxy)phenyl]-2-ethoxy-N-[5-[[(3R)-1-pyridazin-3-ylpyrrolidin-3-yl]amino]-1,3,4-thiadiazol-2-yl]acetamide